CN(CCC1(C(C=C(C(=C1)OC)NC1=NC=CC(=N1)N1CC2(C3=NC(=CC=C31)C)CN(CC2)C)[N+](=O)[O-])NC)C 1-(2-(dimethylamino)ethyl)-N4-(4-(1,5'-dimethylspiro[pyrrolidine-3,3'-pyrrolo[3,2-b]pyridine]-1'(2'H)-yl)pyrimidin-2-yl)-5-methoxy-N1-methyl-2-nitrobenzene-1,4-diamine